ClC=1C=C(CN2C=C(CC=C2)C#N)C=CC1 1-(3-chlorobenzyl)-3-cyano-1,4-dihydropyridine